C(C1=CC=CC=C1)OC(=O)[C@H](C(C)C)NC(=O)C1N(CCOC1)C(=O)OC(C)(C)C tert-butyl 3-[[(1S)-1-benzyloxycarbonyl-2-methyl-propyl]carbamoyl]-morpholine-4-carboxylate